C1(=CC=CC=C1)C(C1=CC=CC=C1)=NC=1N=CC(=NC1)CO (5-((diphenylmethylene)amino)pyrazin-2-yl)methanol